OCC(CO)(CO)NCCCS(=O)(=O)O 3-([tris(hydroxymethyl)methyl]amino)propanesulfonic acid